2-(2-hydroxy-propoxy)-acetanilide OC(COCC(=O)NC1=CC=CC=C1)C